[N-]=C=O.[N-]=C=O.C(CCCC)(O)O pentanediol diisocyanate